1-((2R,3R,4R,5R)-3-(2-(hexadecyloxy)ethoxy)-4-hydroxy-5-(hydroxymethyl)tetrahydrofuran-2-yl)pyrimidine-2,4(1H,3H)-dione C(CCCCCCCCCCCCCCC)OCCO[C@H]1[C@@H](O[C@@H]([C@H]1O)CO)N1C(NC(C=C1)=O)=O